C(#N)C1=CC(=C(COC2=CC=CC(=N2)C=2C=NN(C(C2)=O)CC=2N(C3=C(N2)SC(=C3)C(=O)OC)C[C@H]3OCC3)C=C1)F methyl (S)-2-((4-(6-((4-cyano-2-fluorobenzyl)oxy)pyridin-2-yl)-6-oxopyridazin-1(6H)-yl) methyl)-1-(oxetan-2-ylmethyl)-1H-thieno[2,3-d]imidazole-5-carboxylate